S1C2=C(C(=C1)C=1C=C(C=CC1)C1(CC1)C=1NC(C=3CN(CCCC3N1)C([C@H](O)C=1C=C(C=CC1)C1=CC(=CC=C1)C1CC1)=O)=O)C=CC=C2 (R)-2-(1-(3-(benzo[b]thiophen-3-yl)phenyl)cyclopropyl)-6-(2-(3'-cyclopropyl-[1,1'-biphenyl]-3-yl)-2-hydroxyacetyl)-3,5,6,7,8,9-hexahydro-4H-pyrimido[5,4-c]azepin-4-one